OC(=O)C(F)(F)F.ClC1=C(C=CC=C1C)N1C(=NC=CC1=O)C (2-chloro-3-methylphenyl)-2-methylpyrimidin-4(3H)-one TFA salt